NC(/C=C/C=1C=CC=C2C=CN=C(C12)N([C@H]1CN(CCC1)C(=O)OC(C)(C)C)C(C1=C(C=C(C=C1)N1N=NC=2C1=NC=CC2)F)=O)=O tert-butyl (3R)-3-[[8-[(E)-3-amino-3-oxo-prop-1-enyl]-1-isoquinolyl]-[2-fluoro-4-(triazolo[4,5-b]pyridin-3-yl)benzoyl]amino]piperidine-1-carboxylate